C(C)OC(COC1=C(C(=C(C(=C1)Cl)CC1=C(C(=C(C=C1)O)C(C)C)F)C(C)C)F)=O 2-(5-chloro-2-fluoro-4-(2-fluoro-4-hydroxy-3-isopropylphenylmethyl)-3-isopropylphenoxy)acetic acid ethyl ester